(S)-N-((S)-1-cyano-4,4-difluoro-8-(5,6,7,8-tetrahydro-1,8-naphthyridin-2-yl)octyl)-2-methylpropan-2-sulfinamide C(#N)[C@H](CCC(CCCCC1=NC=2NCCCC2C=C1)(F)F)N[S@@](=O)C(C)(C)C